piperidine-4-carboxylic acid methyl ester trifluoroacetate salt FC(C(=O)O)(F)F.COC(=O)C1CCNCC1